(S)-4-(2-(4-(5-chloro-2-(4-(trifluoromethyl)-1H-1,2,3-triazol-1-yl)phenyl)-5-methoxy-2-oxopyridin-1(2H)-yl)butyryl)-2-fluorobenzoic acid ClC=1C=CC(=C(C1)C1=CC(N(C=C1OC)[C@H](C(=O)C1=CC(=C(C(=O)O)C=C1)F)CC)=O)N1N=NC(=C1)C(F)(F)F